C[Si](C)(C)CN(N)CC1=CC=CC=C1 trimethylsilylmethyl-N-benzylhydrazine